methyl 5-chloro-3-formyl-2-methoxybenzoate ClC=1C=C(C(=C(C(=O)OC)C1)OC)C=O